4-hydroxy-2-naphthaleneformaldehyde OC1=CC(=CC2=CC=CC=C12)C=O